2-[3-fluoro-6-(methylsulfonyl)pyridine-2-yl]ethan-1-amine hydrochloride Cl.FC=1C(=NC(=CC1)S(=O)(=O)C)CCN